C1(CC1)COC=1C=C(C=CC1)C(C)NC(C1=C(C=CC(=C1)NC(C(C)C)=O)OCC)=O N-(1-(3-(cyclopropylmethoxy)phenyl)ethyl)-2-ethoxy-5-isobutyrylaminobenzamide